BrC=1C(=NC(=CC1)SCCC)OC 3-bromo-6-(n-propylsulfanyl)-2-methoxypyridine